3-{[(2-hydroxyphenyl)amino]Methyl}azetidin-3-ol OC1=C(C=CC=C1)NCC1(CNC1)O